(R)-4-amino-N-(1-methoxypropan-2-yl)-N-((5-(trifluoromethyl)pyridin-2-yl)methyl)imidazo[1,5-a]quinoxaline-8-formamide NC=1C=2N(C3=CC(=CC=C3N1)C(=O)N(CC1=NC=C(C=C1)C(F)(F)F)[C@@H](COC)C)C=NC2